CN1CCN(CC1)C1=CC(=NC=C1)NC=1SC2=C(N1)C=CC(=C2)N2C=NN=C2 N-(4-(4-methylpiperazin-1-yl)pyridin-2-yl)-6-(4H-1,2,4-triazol-4-yl)benzo[d]thiazol-2-amine